FC(C(OC1=NC=C(C=C1)B1OC(C(O1)(C)C)(C)C)C)F 2-(2,2-difluoro-1-methyl-ethoxy)-5-(4,4,5,5-tetramethyl-1,3,2-dioxaborolan-2-yl)pyridine